N-(4-METHOXYPHENYL)-3-(4-PHENOXYPHENYL)-1-TETRAHYDROPYRAN-4-YL-PYRAZOLO[3,4-D]PYRIMIDIN-4-AMINE COC1=CC=C(C=C1)NC1=C2C(=NC=N1)N(N=C2C2=CC=C(C=C2)OC2=CC=CC=C2)C2CCOCC2